CNC1=CC=CC2=CC=CC(=C12)NC 1,8-dimethylaminonaphthalene